6-(2-chlorophenyl)-2-[(4-{[3-(1H-imidazol-1-yl)propyl]amino}phenyl)amino]imidazo[1,2-a]pyrimido[5,4-e]pyrimidin-5(6H)-one ClC1=C(C=CC=C1)N1C=2N(C3=C(C1=O)C=NC(=N3)NC3=CC=C(C=C3)NCCCN3C=NC=C3)C=CN2